2,4,7,8,9-Penta-O-acetyl-N-acetylneuraminic acid methyl ester COC(=O)C1(OC(C)=O)C[C@H](OC(C)=O)[C@@H](NC(C)=O)[C@@H](O1)[C@H](OC(C)=O)[C@H](OC(C)=O)COC(C)=O